(2s,4s)-2-(4-Fluoro-4-phenylpiperidine-1-carbonyl)-7-oxa-5-azaspiro[3.4]octan FC1(CCN(CC1)C(=O)C1CC2(C1)NCOC2)C2=CC=CC=C2